ClC1=C(C(=NC(=C1)Cl)C(=O)OC)I methyl 4,6-dichloro-3-iodopyridine-2-carboxylate